4,4'-methylene-bis(N,N-dimethylaniline) C(C1=CC=C(N(C)C)C=C1)C1=CC=C(N(C)C)C=C1